FC1(CC12CC1(CCCN1C2)CO)F (2,2-difluorodihydro-1'H,3'H-spiro[cyclopropane-1,2'-pyrrolizin]-7a'(5'H)-yl)methanol